C(CCCCCCCCC=C)(=O)OCCCCCO 1,5-pentanediol 10-undecenoate